Benzo[b]thiophen-3-yl(6-(methyl(7H-pyrrolo[2,3-d]pyrimidin-4-yl)amino)-2-azaspiro[3.3]heptan-2-yl)methanon S1C2=C(C(=C1)C(=O)N1CC3(C1)CC(C3)N(C=3C1=C(N=CN3)NC=C1)C)C=CC=C2